(S)-3-((4-(((R)-1-(3-(difluoromethyl)-2-fluorophenyl)ethyl)amino)-2-methyl-8,9-dihydrofuro[2,3-h]quinazolin-6-yl)oxy)-N-methylpyrrolidine-1-carboxamide FC(C=1C(=C(C=CC1)[C@@H](C)NC1=NC(=NC2=C3C(=C(C=C12)O[C@@H]1CN(CC1)C(=O)NC)OCC3)C)F)F